OC1CCN(CCC1)C(=O)OC(C)(C)C tert-butyl 4-hydroxyazepane-1-carboxylate